N-(tert-Butoxycarbonyl)-N-(8-methoxy-6-(5-methylpyrimidin-2-yl)quinazolin-4-yl)glycine methyl ester COC(CN(C1=NC=NC2=C(C=C(C=C12)C1=NC=C(C=N1)C)OC)C(=O)OC(C)(C)C)=O